N-((S,E)-1-cyclopropyl-3-(methylsulfonyl)allyl)-2-((1S,3S)-3-methylcyclobutyl)-4-phenoxypyrimidine-5-carboxamide C1(CC1)[C@@H](\C=C\S(=O)(=O)C)NC(=O)C=1C(=NC(=NC1)C1CC(C1)C)OC1=CC=CC=C1